OC1=CC=C(C=C1)C[C@@H](C(=O)NC1=CC=C(C=C1)N1CCOCC1)NS(=O)(=O)C1=CC=C(C=C1)C (S)-3-(4-hydroxyphenyl)-2-(4-methylphenyl-sulphonamido)-N-(4-morpholinophenyl)propanamide